2-oxo-4-hydroxybutyric acid sodium salt [Na+].O=C(C(=O)[O-])CCO